[Ni]=O.[Cu] Copper nickel oxide